C(C=C)OC1=C(C=C(C(=N1)C(=O)O)N)C(F)(F)F 6-(allyloxy)-3-amino-5-(trifluoromethyl)picolinic acid